N6-cis-hydroxy-isopentenyl-adenine OC1=NC2=NC(=NC(=C2N1)N)CCC(=C)C